N-[(6-Amino-2-pyridyl)sulfonyl]-6-tert-butyl-5-[1-(cyclohexylcarbamoyl)-3,6-dihydro-2H-pyridin-4-yl]-2-[(4S)-2,2,4-trimethylpyrrolidin-1-yl]pyridin-3-carboxamid NC1=CC=CC(=N1)S(=O)(=O)NC(=O)C=1C(=NC(=C(C1)C=1CCN(CC1)C(NC1CCCCC1)=O)C(C)(C)C)N1C(C[C@@H](C1)C)(C)C